O=C1N(C(C=C1)=O)CCC(=O)N\N=C(\CCCCC(=O)ON1C(CCC1=O)=O)/C1=CC=CC=C1 2,5-dioxopyrrolidin-1-yl (Z)-6-(2-(3-(2,5-dioxo-2,5-dihydro-1H-pyrrol-1-yl)propanoyl)hydrazono)-6-phenylhexanoate